C(C)C1=C(C=CC(=C1)N1CCN(CC1)CCOC)NC1=NC=C(C(=N1)C1=CC2=C(C(N(CCS2(=O)=O)C2COC2)=O)S1)C(F)(F)F 7-(2-((2-ethyl-4-(4-(2-methoxyethyl)piperazin-1-yl)phenyl)amino)-5-(trifluoromethyl)pyrimidin-4-yl)-4-(oxetan-3-yl)-3,4-dihydrothieno[2,3-f][1,4]thiazepin-5(2H)-one 1,1-dioxide